1-(2,4-difluorophenyl)-3-(4-fluorophenyl)-N-(2-methoxyethyl)-5-methyl-4-(5-methylthiophen-2-yl)-4,5-dihydro-1H-pyrazole-5-carboxamide FC1=C(C=CC(=C1)F)N1N=C(C(C1(C(=O)NCCOC)C)C=1SC(=CC1)C)C1=CC=C(C=C1)F